C1=CC=CC2=C1C=C1C3=C(C=C4C=CCC2=C41)C=CC=C3.[N].[B].[N] nitrogen boron nitrogen dibenzophenalene